BrC=1C=C(C(=O)OC)C=CC1OC methyl 3-bromo-4-methoxybenzoate